9H-indeno[2,1-d]pyrimidin-9-one N1=CN=CC2=C1C(C=1C=CC=CC12)=O